C(C)(C)(C)OP(=O)(OC(C)(C)C)[O-].C(CCC)[N+](CCCC)(CCCC)CCCC tetrabutylammonium ditert-butyl-phosphate